CN1C(=NC=2C1=NC=CC2)C2=C(C(=C(C=C2C2=NC=1C(=NC=CC1)N2C)C2=NC=1C(=NC=CC1)N2C)C2=CC=C(C=C2)N2C1=CC=CC=C1OC=1C=CC=CC21)C2=CC=C(C=C2)N2C1=CC=CC=C1OC=1C=CC=CC21 10,10'-(3',4',6'-tris(3-methyl-3H-imidazo[4,5-b]pyridin-2-yl)-[1,1':2',1''-terphenyl]-4,4''-diyl)bis(10H-phenoxazine)